C(C)(=O)O.P(=O)(OC1=CC=C(C=C1)Cl)(O)O 4-chlorophenyl dihydrogen phosphate acetate